FC(C1=NN=C2N1C=CC(=C2C)/C=C/C(=O)OCC)F Ethyl (E)-3-(3-(difluoromethyl)-8-methyl-[1,2,4]triazolo[4,3-a]pyridin-7-yl)acrylate